10-chloro-9-anthracenal ClC1=C2C=CC=CC2=C(C2=CC=CC=C12)C=O